2,6-dibenzyloxy-3-[6-[1-[2,3-difluoro-4-(4,4,5,5-tetramethyl-1,3,2-dioxaborolan-2-yl)phenyl]-4-piperidyl]-5-fluoro-3-pyridyl]pyridine C(C1=CC=CC=C1)OC1=NC(=CC=C1C=1C=NC(=C(C1)F)C1CCN(CC1)C1=C(C(=C(C=C1)B1OC(C(O1)(C)C)(C)C)F)F)OCC1=CC=CC=C1